BrC=1C=C2C(=NNC2=CC1)C1(CC1)NC(CCl)=O N-(1-(5-bromo-1H-indazol-3-yl)cyclopropyl)-2-chloroacetamide